C(C)(C)(C)OC(=O)N1[C@@H]([C@@H]2O[C@@H]2C1)C(=O)OCC1=CC=CC=C1 (1S,2S,5R)-6-oxa-3-azabicyclo[3.1.0]Hexane-2,3-dicarboxylic acid 2-benzyl ester 3-(tert-butyl) ester